OC1C(CC(C1)OC(C)C)=O 2-hydroxy-4-isopropoxy-cyclopentanone